CS(=O)(=O)C[C@@H]1NCCC1 (2R)-2-(methanesulfonylmethyl)pyrrolidine